N-[(2,4-difluorophenyl)methyl]-2-[1-[(2,3-difluorophenyl)methyl]-5-oxopyrrolidin-2-yl]acetamid FC1=C(C=CC(=C1)F)CNC(CC1N(C(CC1)=O)CC1=C(C(=CC=C1)F)F)=O